6,6'-(6-phenyl-1,3,5-triazine-2,4-diyl)bis(3-(2-hydroxyethoxy)phenol) C1(=CC=CC=C1)C1=NC(=NC(=N1)C1=CC=C(C=C1O)OCCO)C1=CC=C(C=C1O)OCCO